(S)-3-chloro-N-(3-(7-cyanobenzo[d]oxazol-2-yl)-1-((1-cyanocyclopropyl)amino)-1-oxopropan-2-yl)benzamide ClC=1C=C(C(=O)N[C@H](C(=O)NC2(CC2)C#N)CC=2OC3=C(N2)C=CC=C3C#N)C=CC1